1,1'-bis(dicyclohexylphosphanyl)ferrocene C1(CCCCC1)P([C-]1C=CC=C1)C1CCCCC1.[C-]1(C=CC=C1)P(C1CCCCC1)C1CCCCC1.[Fe+2]